1-[(3-Methyl-2-pyridyl)methyl]-N-(6S)-2-cyclopropyl-4-methyl-5-oxo-7,8-dihydro-6H-pyrazolo[1,5-a][1,3]diazepin-6-yl-1,2,4-triazol-3-carboxamid CC=1C(=NC=CC1)CN1CC=C2N1CC[C@H](C(N2C)=O)C2=NC(=NN2)C(=O)NC2CC2